3-[(5-bromo-1-trityl-1H-indazol-3-yl)carbamoyl]piperidine-1-carboxylic acid tert-butyl ester C(C)(C)(C)OC(=O)N1CC(CCC1)C(NC1=NN(C2=CC=C(C=C12)Br)C(C1=CC=CC=C1)(C1=CC=CC=C1)C1=CC=CC=C1)=O